4-hydroxy-3-methoxycinnamoyl-(ferulic acid) OC1=C(C=C(C=CC(=O)/C(/C(=O)O)=C\C2=CC(OC)=C(O)C=C2)C=C1)OC